C1=C(C=CC=2C3=CC=C(C=C3CC12)N)N 9H-fluorene-2,7-diamine